N4-(benzo[d]oxazol-2(3H)-on-5-yl)-N2-(2-cyclopropylmethylylisoindolin-5-yl)-5-methylpyrimidine-2,4-diamine O1C(NC2=C1C=CC(=C2)NC2=NC(=NC=C2C)NC=2C=C1CN(C(C1=CC2)=C)C2CC2)=O